8-(1-(2,2-difluoroethyl)-1H-pyrazolo[3,4-b]pyrazin-6-yl)-2-(4-methyl-2-(trifluoromethyl)pyrimidin-5-yl)-2,8-diazaspiro[4.5]decane FC(CN1N=CC=2C1=NC(=CN2)N2CCC1(CCN(C1)C=1C(=NC(=NC1)C(F)(F)F)C)CC2)F